indole (indole-3-acetate) N1C=C(C2=CC=CC=C12)CC(=O)O.N1C=CC2=CC=CC=C12